4-((1-(4-(2-(2-aminopyridin-3-yl)-5-(cyclopent-1-en-1-yl)-3H-imidazo[4,5-b]pyridin-3-yl)benzyl)piperidin-4-yl)amino)pyrimidine-2-carbonitrile NC1=NC=CC=C1C1=NC=2C(=NC(=CC2)C2=CCCC2)N1C1=CC=C(CN2CCC(CC2)NC2=NC(=NC=C2)C#N)C=C1